dicarboxyethylamine C(=O)(O)C(CN)C(=O)O